triphenyl(3-propylsulfonyl)phosphonium para-toluenesulfonate CC1=CC=C(C=C1)S(=O)(=O)[O-].C1(=CC=CC=C1)[P+](S(=O)(=O)CCC)(C1=CC=CC=C1)C1=CC=CC=C1